FC=1C(=C(C=CC1F)C(=O)N1CC(C1)(O)CNC1C(C(C(C1)CO)O)O)NC1=C(C=C(C=C1)I)F 3-({[1-({3,4-difluoro-2-[(2-fluoro-4-iodophenyl)amino]phenyl}carbonyl)-3-hydroxyazetidin-3-yl]methyl}amino)-5-(hydroxymethyl)cyclopentane-1,2-diol